(2-(4-(trifluoromethyl)phenyl)acetyl)-1'H-spiro[piperidine-4,4'-quinazoline]-2'(3'H)-one FC(C1=CC=C(C=C1)CC(=O)N1C(NC2(C3=CC=CC=C13)CCNCC2)=O)(F)F